N-cyclopentyl-N-methyl-4-({4-[({2-[methyl(methylsulfonyl)amino]pyridin-3-yl}methyl)amino]-5-(trifluoromethyl)pyrimidin-2-yl}amino)benzamide C1(CCCC1)N(C(C1=CC=C(C=C1)NC1=NC=C(C(=N1)NCC=1C(=NC=CC1)N(S(=O)(=O)C)C)C(F)(F)F)=O)C